O1CCN(CC1)C1=CC=C(C=C1)CC(CC)(CC1=CC=CC=C1)N(C)C 1-(4-morpholinophenyl)-2-dimethylamino-2-benzyl-butan